4-(((1-(2,5-dichlorophenyl)piperidin-4-yl)thio)methyl)-1H-1,2,3-triazole-5-carboxylic acid 2,2,2-trifluoroacetate FC(C(=O)O)(F)F.ClC1=C(C=C(C=C1)Cl)N1CCC(CC1)SCC=1N=NNC1C(=O)O